2-(4-(4-(4-(cyclopropylcarbamoyl)pyrimidin-2-yl)piperazine-1-carbonyl)phenyl)-1H-benzo[d]imidazole-4-carboxamide C1(CC1)NC(=O)C1=NC(=NC=C1)N1CCN(CC1)C(=O)C1=CC=C(C=C1)C1=NC2=C(N1)C=CC=C2C(=O)N